3-[3-tert-butyl-1-[4-(propan-2-yl)phenyl]-1H-pyrazol-5-yl]-1-[2-fluoro-4-(tetramethyl-1,3,2-dioxaborolan-2-yl)phenyl]urea C(C)(C)(C)C1=NN(C(=C1)NC(NC1=C(C=C(C=C1)B1OC(C(O1)(C)C)(C)C)F)=O)C1=CC=C(C=C1)C(C)C